C(C)OC(=O)C1(CNC1)C1=CC=C(C=C1)C 3-(4-methylphenyl)azetidine-3-carboxylic acid ethyl ester